NC=1C(=C2C=CN(C2=CC1)C(=O)OC(C)(C)C)C(=C)C1=CC=CC=C1 tert-butyl 5-amino-4-(1-phenylvinyl)-1H-indole-1-carboxylate